propyl-(4-hydroxybutyl)dimethylammonium C(CC)[N+](C)(C)CCCCO